1-[3-(iodohydroxymethylsilyl)heptyl]-2-imidazolidinone I[SiH](C(CCN1C(NCC1)=O)CCCC)CO